C(CCCCCC)OCOCCCC(CC(CC(CC(CC(CC(CC(CC(C)O)C)C)C)C)C)C)C 18-hydroxy-4,6,8,10,12,14,16-heptamethyl-nonadecyl heptoxymethyl ether